O1C(=CC=C1)C=1C=CC(=C(C1)NC1=NC=NC2=CC(=C(C=C12)OC1CCN(CC1)C(=O)C(C#N)=C)OC)OC 2-(4-((4-((5-(furan-2-yl)-2-methoxyphenyl)amino)-7-methoxy-quinazolin-6-yl)oxy)piperidin-1-carbonyl)acrylonitrile